C1(CC1)COC=1C(=C(C=CC1)N1CCC2(CC1)C=1C=CC(=NC1C(NC2)=O)C=2C(=NC=CC2)OCC)C(F)(F)F 1'-[3-(cyclopropylmethoxy)-2-(trifluoromethyl)phenyl]-2-(2-ethoxypyridin-3-yl)spiro[6,7-dihydro-1,7-naphthyridine-5,4'-piperidine]-8-one